FC1=C(C=C(C=C1)F)[C@H](C)N1C(=NC2=C1C=C(C(=C2)F)F)N2C[C@H]([C@@H](CC2)F)N (3R,4R)-1-(1-((1S)-1-(2,5-difluorophenyl)ethyl)-5,6-difluoro-1H-benzimidazol-2-yl)-4-fluoro-3-piperidinamine